di(2-cyanoethyl) methylphosphonate CP(OCCC#N)(OCCC#N)=O